di-(4-methoxybenzoyl)diethyl-germanium COC1=CC=C(C(=O)[Ge](CC)(CC)C(C2=CC=C(C=C2)OC)=O)C=C1